C1(=CC=CC=C1)C1=NN(N=C1)C1=CC=C(C=C1)C=CC1=CC=C(C=C1)N1N=CC(=N1)C1=CC=CC=C1 4,4'-bis(4-phenyl-1,2,3-triazol-2-yl)stilbene